CC(CC(=O)O)(CCCCCC)C 3,3-dimethylnonanoic acid